The molecule is an amino tetrasaccharide consisting of 2-acetamido-beta-D-galactopyranosyl, alpha-D-galactopyranosyl, beta-D-galactopyranosyl and beta-D-glucopyranosyl residues joined in sequence by (1->3) glycosidic bonds. It is an amino tetrasaccharide and a member of acetamides. CC(=O)N[C@@H]1[C@H]([C@H]([C@H](O[C@H]1O[C@H]2[C@H]([C@H](O[C@@H]([C@@H]2O)O[C@H]3[C@H]([C@H](O[C@H]([C@@H]3O)O[C@H]4[C@@H]([C@H](O[C@H]([C@@H]4O)O)CO)O)CO)O)CO)O)CO)O)O